C(#N)C1=CC(=C(OC2=NC(=NC(=C2)C2=C(C=CC=C2C)C)NS(=O)(=O)C=2C=NN(C2)C)C(=C1)C)C N-[4-(4-Cyano-2,6-dimethyl-phenoxy)-6-(2,6-dimethylphenyl)pyrimidin-2-yl]-1-methyl-pyrazole-4-sulfonamide